[Pt+4].C(CCCCC)=N hexanimine platinum (IV)